ethyl 1-(cyclopentylmethyl)-3-(4-fluorophenyl)-2,4-dioxo-1,2,3,4-tetrahydropyrimidin-5-formate C1(CCCC1)CN1C(N(C(C(=C1)C(=O)OCC)=O)C1=CC=C(C=C1)F)=O